N1=CC(=CC=C1)C=1C=C2C[C@@H](CC2=CC1)C(=O)N1CCC2=CC=C(C=C12)S(=O)(=O)N (R)-1-(5-(pyridin-3-yl)-2,3-dihydro-1H-indene-2-carbonyl)indoline-6-sulfonamide